2-(1,1-Dioxido-1-thia-6-azaspiro[3.3]heptan-6-yl)-N-((1S,2R,3S,4R)-3-((4-fluoro-3-(trifluoromethyl)phenyl)carbamoyl)bicyclo[2.2.1]heptan-2-yl)-6-methoxybenzo[d]thiazole-7-carboxamide O=S1(CCC12CN(C2)C=2SC1=C(N2)C=CC(=C1C(=O)N[C@@H]1[C@H]2CC[C@@H]([C@@H]1C(NC1=CC(=C(C=C1)F)C(F)(F)F)=O)C2)OC)=O